dimethyl 2,2'-azobis(2-methyl propionate) N(=NC(C(=O)OC)(C)C)C(C(=O)OC)(C)C